3-(((R)-1-(3-((S)-4-Benzyl-2-oxooxazolidin-3-yl)-5-fluorophenyl)ethyl)amino)-6-chloropicolinic acid C(C1=CC=CC=C1)[C@@H]1N(C(OC1)=O)C=1C=C(C=C(C1)F)[C@@H](C)NC=1C(=NC(=CC1)Cl)C(=O)O